(R)-2-(((benzyloxy)carbonyl)amino)-2-(4,4-difluorocyclohexyl)acetic acid C(C1=CC=CC=C1)OC(=O)N[C@@H](C(=O)O)C1CCC(CC1)(F)F